C(C)(C)(C)OC(NC1(CCN(CC1)C1=NC(=C(N=C1CO)Br)C)C)=O (1-(5-bromo-3-(hydroxymethyl)-6-methylpyrazin-2-yl)-4-methylpiperidin-4-yl)carbamic acid tert-butyl ester